CC(=CC1=CC=CC=C1)C r-dimethylstyrene